OC1(CS(C=C1)(=O)=O)C1=CC=C(C=C1)C(=O)N1CCC(CC1)C1=CC=C(C=C1)C(F)(F)F (4-(3-hydroxy-1,1-dioxothien-3-yl)phenyl)(4-(4-(trifluoromethyl)phenyl)piperidin-1-yl)methanone